CC(C)[C@@](C(=O)O)(N(F)F)F trifluorovaline